Lithium aluminum zirconium phosphate P(=O)([O-])([O-])[O-].[Zr+4].[Al+3].[Li+]